OS(=O)(=O)C(F)(F)F.ON1C(CCC1=O)=O N-hydroxysuccinimide triflate